5,10,15,20-tetra(4-methoxyphenyl)-21H,23H-porphyrin COC1=CC=C(C=C1)C=1C2=CC=C(N2)C(=C2C=CC(C(=C3C=CC(=C(C=4C=CC1N4)C4=CC=C(C=C4)OC)N3)C3=CC=C(C=C3)OC)=N2)C2=CC=C(C=C2)OC